ClC1=CC=C2C(=N1)CC(C2=O)(C)C 2-chloro-6,6-dimethyl-7H-cyclopenta[b]pyridin-5-one